N[C@H](C(=O)NC1=C(C2=C(S1)CCC1(CC2)OCCO1)C(C1=C(C=CC=C1F)F)=O)C (2S)-2-amino-N-[3'-(2,6-difluorobenzoyl)spiro[1,3-dioxolane-2,6'-4,5,7,8-tetrahydrocyclohepta[b]thiophene]-2'-yl]propanamide